NC1=C(C=C(C=C1)C(F)(F)F)CC(CC)O (2-amino-5-trifluoromethylphenyl)2-butanol